COC([C@@H](NP(=O)(OC1=CC=CC=C1)OC1=CC=C(C=C1)[N+](=O)[O-])C)=O ((4-Nitrophenoxy)(phenoxy)phosphoryl)-L-alanine methyl ester